4-methyl-2,6-bis(1-phenylethyl)phenol CC1=CC(=C(C(=C1)C(C)C1=CC=CC=C1)O)C(C)C1=CC=CC=C1